C(C)(C)(C)OC(=O)N1[C@@H](CCCC1)C(C)O (2S)-2-(1-hydroxyethyl)piperidine-1-carboxylic acid tert-butyl ester